BrC=1C=C(C(=NC1)C1=CN=C(O1)C)F 5-(5-bromo-3-fluoro-2-pyridyl)-2-methyl-Oxazole